C(C=1C(C(=O)OCCCCCCC)=CC(C(=O)OCCCCCCC)=CC1)(=O)OCCCCCCC tri(heptyl) trimellitate